2-acetyl-8-cycloheptyl-5-(4-(trifluoromethyl)benzyl)-2,5,8-triazaspiro[3.5]nonane-6,9-dione C(C)(=O)N1CC2(C1)N(C(CN(C2=O)C2CCCCCC2)=O)CC2=CC=C(C=C2)C(F)(F)F